C(C)C1=NC=CC(=C1CO)OC (2-Ethyl-4-methoxypyridin-3-yl)methanol